CC=1N(C(=CC1)C)C1=NN2C(C(=C(C(=C2)F)C2=NC(=CC=C2)C=2C=NN(C2)C(CC)C2=CC=C(C=C2)F)C)=N1 2-(2,5-dimethyl-1H-pyrrol-1-yl)-6-fluoro-7-(6-(1-(1-(4-fluorophenyl)propyl)-1H-pyrazol-4-yl)pyridin-2-yl)-8-methyl-[1,2,4]triazolo[1,5-a]-pyridine